CN1C=NC2=C1C=CC(=C2)NC(=O)N 1-[(1-methylbenzo[d]imidazol-5-yl)amino]methanamide